4-[3-(Hydroxymethyl)cyclobutyl]-3-methyl-1-(2-trimethylsilylethoxymethyl)benzimidazol-2-one OCC1CC(C1)C1=CC=CC=2N(C(N(C21)C)=O)COCC[Si](C)(C)C